[Ag]Cl.[Ag] silver-silver chloride